(2-benzyl-3-phenylpropanoyl)-L-phenylalanyl-D-glutamic acid C(C1=CC=CC=C1)C(C(=O)N[C@@H](CC1=CC=CC=C1)C(=O)N[C@H](CCC(=O)O)C(=O)O)CC1=CC=CC=C1